6-fluoro-2,4,8,10-tetra-tert-butyl-12-methyl-dibenzo[d,G][1,3,2]dioxaphosphocin FP1OC2=C(C(C3=C(O1)C(=CC(=C3)C(C)(C)C)C(C)(C)C)C)C=C(C=C2C(C)(C)C)C(C)(C)C